2-(3'-(3-(4-hydroxypiperidin-1-yl)propoxy)-2-methyl-2'-(trifluoromethyl)-[1,1'-biphenyl]-3-yl)-6,7-dihydro-oxazolo[5,4-c]pyridine-5(4H)-carboxylic acid tert-butyl ester C(C)(C)(C)OC(=O)N1CC2=C(CC1)N=C(O2)C=2C(=C(C=CC2)C2=C(C(=CC=C2)OCCCN2CCC(CC2)O)C(F)(F)F)C